CN1C(CNCC1)CCO 2-(1-methylpiperazin-2-yl)ethan-1-ol